O1CCN(CC1)C1=NC=CC=C1CNC(=O)C1=CN=NC=C1 N-[(2-morpholino-3-pyridyl)methyl]pyridazine-4-carboxamide